triphenyl-(4,4,4-trifluorobutyl)phosphonium iodide [I-].C1(=CC=CC=C1)[P+](CCCC(F)(F)F)(C1=CC=CC=C1)C1=CC=CC=C1